C(C)NC1=CCC1 4-(ethylamino)cyclobut-3-ene